C(C)OC(=O)C1=CC2=C(CN(CC2)C(=O)OC(C)(C)C)S1 5,7-dihydro-4H-thieno[2,3-c]pyridine-2,6-dicarboxylic acid O6-tert-butyl ester O2-ethyl ester